(1-bromoethyl)-2-chloropyridine BrC(C)C=1C(=NC=CC1)Cl